C(#N)[C@H]1N(CCC1)C(CN1C[C@H](CC1)C1=NC2=CC=CC=C2C(=C1)C(=O)N)=O ((S)-1-(2-((S)-2-cyanopyrrolidin-1-yl)-2-oxoethyl)pyrrolidin-3-yl)quinoline-4-carboxamide